5-Bromo-2-(1H-pyrrol-1-yl)aniline BrC=1C=CC(=C(N)C1)N1C=CC=C1